ClC1=NN(C=C1NC1=NC=C(C(=N1)OCC1CCC(CC1)NC(C)=O)F)C(C)C N-((1R,4R)-4-(((2-((3-chloro-1-isopropyl-1H-pyrazol-4-yl)amino)-5-fluoropyrimidin-4-yl)oxy)methyl)cyclohexyl)acetamide